5-(((4-(4-(3-((4-(((1-acetylpiperidin-4-yl)amino)methyl)-3-fluoropyridin-2-yl)amino)-2-chlorophenyl)-3-chloropyridin-2-yl)-2-methoxybenzyl)amino)methyl)pyrrolidin-2-one C(C)(=O)N1CCC(CC1)NCC1=C(C(=NC=C1)NC=1C(=C(C=CC1)C1=C(C(=NC=C1)C1=CC(=C(CNCC2CCC(N2)=O)C=C1)OC)Cl)Cl)F